FC1=CC=C(C=C1)C(=C(C)NC([C@H](C)NC(=O)C1=NC=CC(=C1OC(C(C)C)=O)OC)=O)C1=CC=C(C=C1)F.FC(OC=1C=CC(=NC1)N1CCC(CC1)C(=O)N)(F)F 1-[5-(trifluoromethoxy)pyridin-2-yl]piperidine-4-carboxamide (S)-2-((1-((1,1-bis(4-fluorophenyl)prop-1-en-2-yl)amino)-1-oxopropan-2-yl)carbamoyl)-4-methoxypyridin-3-yl-isobutyrate